ClC1=C(C(N(C2=CC(=CC=C12)C(F)(F)F)C1=CC(=CC=C1)C=O)=O)C(=O)OC Methyl 4-chloro-1-(3-formylphenyl)-2-oxo-7-(trifluoromethyl)-1,2-dihydroquinoline-3-carboxylate